(R)-2-chloro-6-(3-methylmorpholino)pyrimidine-4-carboxylic acid methyl ester COC(=O)C1=NC(=NC(=C1)N1[C@@H](COCC1)C)Cl